di-tert.-amyl peroxide C(C)(C)(CC)OOC(C)(C)CC